5-Benzylmethyl-6-chloro-2H-[1,3'-bipyridyl]-2-one C(C1=CC=CC=C1)CC=1C=CC(N(C1Cl)C=1C=NC=CC1)=O